decenyl-butanedioic anhydride C(=CCCCCCCCC)C1C(=O)OC(C1)=O